3-(7-fluoro-2-iodobenzofuran-4-yl)piperidine-2,6-dione FC1=CC=C(C=2C=C(OC21)I)C2C(NC(CC2)=O)=O